(1S)-1-[4-(4-chloro-2,3,7,10-tetrazatricyclo[7.4.0.02,6]trideca-1(9),3,5,7-tetraen-10-yl)-3-methoxy-phenyl]-2,2,2-trifluoro-N-methyl-ethanamine ClC1=NN2C=3CCCN(C3C=NC2=C1)C1=C(C=C(C=C1)[C@@H](C(F)(F)F)NC)OC